6-(3-hydroxy-4-{3-[(3R,5S)-3,4,5-trimethylpiperazin-1-yl]-1,2,4-triazin-6-yl}phenyl)-2-methylimidazo[1,2-b]pyridazine-8-carbonitrile dihydrochloride Cl.Cl.OC=1C=C(C=CC1C1=CN=C(N=N1)N1C[C@H](N([C@H](C1)C)C)C)C=1C=C(C=2N(N1)C=C(N2)C)C#N